The molecule is an omega-hydroxy fatty acid that is trans-2-heptenoic acid in which one of the hydrogens of the terminal methyl group is replaced by a hydroxy group. It is an omega-hydroxy fatty acid, an alpha,beta-unsaturated monocarboxylic acid, a medium-chain fatty acid, a straight-chain fatty acid and a hydroxy monounsaturated fatty acid. C(CCO)C/C=C/C(=O)O